methyl 4,4-dimethyl-8-vinyl-3,4-dihydro-2H-pyrano[3,2-b]pyridine-6-carboxylate CC1(CCOC=2C1=NC(=CC2C=C)C(=O)OC)C